FC(C(=O)O)(F)F.ClC1=CC=C(C=C1)C1(CC1)CNC=1C(N(C(=CN1)C1=CC=CC=C1)CC(=O)NCC=1C=C2C(=NC1)CNC2)=O 2-(3-(((1-(4-CHLOROPHENYL)CYCLOPROPYL)METHYL)AMINO)-2-OXO-6-PHENYLPYRAZIN-1(2H)-YL)-N-((6,7-DIHYDRO-5H-PYRROLO[3,4-B]PYRIDIN-3-YL)METHYL)ACETAMIDE TRIFLUOROACETATE